(2S)-3-Octadecoxy-2-[[2-(trifluoromethyl)pyrimidin-5-yl]methoxy]propan-1-ol C(CCCCCCCCCCCCCCCCC)OC[C@H](CO)OCC=1C=NC(=NC1)C(F)(F)F